ClC1=C2N=CN(C2=NC(=N1)C#CC=1N(C=C(N1)C=1C=NC=CC1)COCC[Si](C)(C)C)C 6-Chloro-9-methyl-2-((4-(pyridin-3-yl)-1-((2-(trimethylsilyl)ethoxy)methyl)-1H-imidazol-2-yl)ethynyl)-9H-purine